ClC=1C=2N(C=CN1)C(=CN2)C=2C(=NNC2)C(=O)OC methyl 4-(8-chloroimidazo[1,2-a]pyrazin-3-yl)-1H-pyrazole-3-carboxylate